O=C1N(C(C2=CC=CC=C12)=O)CCCCCC(=O)NC1=C(C(=C(C(=C1F)F)C(F)(F)F)F)F 6-(1,3-dioxoisoindolin-2-yl)-N-(2,3,5,6-tetrafluoro-4-(trifluoromethyl)phenyl)hexanamide